1-(2-((3,5-dimethylphenyl)thio)phenyl)piperazine CC=1C=C(C=C(C1)C)SC1=C(C=CC=C1)N1CCNCC1